C1(CCCC1)C=1C=C(C(=NC1)NC(=O)C1=C(C=CC(=C1)[N+](=O)[O-])SC1=NN=NN1CCNC(OC(C)(C)C)=O)F tert-butyl N-{2-[5-({2-[(5-cyclopentyl-3-fluoropyridin-2-yl)carbamoyl]-4-nitrophenyl}sulfanyl)-1H-1,2,3,4-tetrazol-1-yl]ethyl}carbamate